tert-butyl (S)-2-((((9H-fluoren-9-yl)methoxy)carbonyl)amino)-3-(2-carbamoylpyrimidin-5-yl)propanoate C1=CC=CC=2C3=CC=CC=C3C(C12)COC(=O)N[C@H](C(=O)OC(C)(C)C)CC=1C=NC(=NC1)C(N)=O